C(C)(C)(C)OC(=O)C1CN(CC1)CC=1C(=CC2=C(N=C(O2)C2=C(C(=CC=C2)Br)C)C1)C1CC1 1-((2-(3-bromo-2-methylphenyl)-6-cyclopropylbenzo[d]oxazol-5-yl)methyl)pyrrolidine-3-carboxylic acid tert-butyl ester